2-(1-Adamantyl)-5-(2-methylbutan-2-yl)benzene-1,3-diol C12(CC3CC(CC(C1)C3)C2)C2=C(C=C(C=C2O)C(C)(CC)C)O